O1CCC(CC1)C(C)N1CC(CC1)CN1CCC(CC1)C(=O)N (1-(1-(1-(Tetrahydro-2H-pyran-4-yl)ethyl)pyrrolidin-3-yl)methyl)piperidin-4-carboxamid